C(C)(C)(C)OC(=O)N1C(N(C2=C1C=CC=C2)CCCI)=O 3-(3-iodopropyl)-2-oxo-2,3-dihydro-1H-benzo[d]imidazole-1-carboxylic acid tert-butyl ester